1,4-diazabicyclo[2.2.2]octane N12CCN(CC1)CC2